2,4,6-trimethylaminophenol CNC1=C(C(=CC(=C1)NC)NC)O